(R)-N-((S)-(1-(2-(benzyloxy)ethyl)cyclopentyl)(2,3-dichloro-6-fluorophenyl)methyl)-2-methylpropane-2-sulfinamide C(C1=CC=CC=C1)OCCC1(CCCC1)[C@H](N[S@](=O)C(C)(C)C)C1=C(C(=CC=C1F)Cl)Cl